C(C)(C)(C)OC(CCCCOC1=NOC(=C1)C(C(=O)O)C(C)C)=O 2-(3-((5-(Tert-butoxy)-5-oxopentyl)oxy)isoxazol-5-yl)-3-methylbutanoic acid